OC1=C2C(=CC=3OC=4C=C(C(=C(C4C(C13)=O)CC=C(C)C)OC)OCC1=CC(=CC=C1)C)OC(C=C2)(C)C 5-Hydroxy-8-methoxy-2,2-dimethyl-9-((3-methylbenzyl)oxy)-7-(3-methylbut-2-en-1-yl)-2H,6H-pyrano[3,2-b]xanthen-6-one